N-(3-((3-(9H-purin-6-yl)pyridin-2-yl)amino)-4-methylphenyl)-2-(1,4-diazepan-1-yl)acetamide N1=CN=C2NC=NC2=C1C=1C(=NC=CC1)NC=1C=C(C=CC1C)NC(CN1CCNCCC1)=O